2-(acryloxy)-ethyl succinate C(CCC(=O)[O-])(=O)OCCOC(C=C)=O